C1(=CC(=C(C(=C1)C(=O)Cl)C(=O)Cl)C(=O)Cl)C1=CC=CC=C1 3,4,5-biphenyltricarboxylic acid chloride